C(C1=CC=CC=C1)NC([C@H]([C@@H](C)O)N1C(C2(C1)CC(NCC2)=O)=O)=O (2S,3R)-N-benzyl-2-(1,6-dioxo-2,7-diazaspiro[3.5]nonan-2-yl)-3-hydroxybutyramide